C(N)(=O)C1=CC(=C(C(=C1)F)COC1=NC=2CN(CCC2C=C1Cl)CC1=NC2=C(N1C[C@H]1OCC1)C(=C(C=C2)C(=O)O)F)F 2-({2-[(4-carbamoyl-2,6-difluorophenyl)methoxy]-3-chloro-5,6,7,8-tetrahydro-1,7-naphthyridin-7-yl}methyl)-7-fluoro-1-{1-[(2S)-oxetan-2-yl]methyl}-1H-1,3-benzodiazole-6-carboxylic acid